(R)-6-chloro-5-cyano-4-((4-((1-cyclopropylethyl)amino)-1-methyl-2-oxo-1,2-dihydroquinolin-6-yl)amino)picolinic acid ClC1=C(C(=CC(=N1)C(=O)O)NC=1C=C2C(=CC(N(C2=CC1)C)=O)N[C@H](C)C1CC1)C#N